2-Hydrazino-5-(isopropylthio)-4-(4-(trifluoromethyl)phenyl)thiazoleN N(N)N1SC(C(=C1)C1=CC=C(C=C1)C(F)(F)F)SC(C)C